2-Cyano-N-octyl-3-[1-(3-dimethylaminopropyl)-1H-indol-3-yl]acrylamide C(#N)C(C(=O)NCCCCCCCC)=CC1=CN(C2=CC=CC=C12)CCCN(C)C